2-Chloro-N,N-diethylethylamin Hydrochlorid Cl.ClCCN(CC)CC